4'-trifluoromethyl-acetophenone FC(C1=CC=C(C=C1)C(C)=O)(F)F